aminotetracosanol NC(CCCCCCCCCCCCCCCCCCCCCCC)O